2-(5-amino-7-chloro-2-p-tolylbenzooxazol-6-yl)propan-2-ol NC=1C(=C(C2=C(N=C(O2)C2=CC=C(C=C2)C)C1)Cl)C(C)(C)O